[I-].[I-].[I-].C[N+](CC1=CC(=CC(=C1)C[N+](C)(C)C)C[N+](C)(C)C)(C)C N1,N1,N1,N3,N3,N3,N5,N5,N5-Nonamethyl-1,3,5-benzenetrimethanaminium triiodide